2-(4-isopropyl-5-(8-methoxy-[1,2,4]triazolo[1,5-a]pyridin-6-yl)-1H-pyrazol-3-yl)-N-methyl-N-(oxetan-3-yl)-4,5,6,7-tetrahydrobenzo[d]thiazol-6-amine C(C)(C)C=1C(=NNC1C=1C=C(C=2N(C1)N=CN2)OC)C=2SC1=C(N2)CCC(C1)N(C1COC1)C